COC1=CC=C(C=C1)C=1NC(=C(N1)C1=CC=C(C=C1)OC)C1=CC=CC=C1 2,4-di(p-methoxyphenyl)-5-phenylimidazole